C1(CCCC1)CC(=O)N1CC=2C=CC(=NC2CC1)C1CCN(CC1)C(=O)OCCCC butyl 4-(6-(2-cyclopentylacetyl)-5,6,7,8-tetrahydro-1,6-naphthyridin-2-yl)piperidine-1-carboxylate